(1r,3r,5s)-3-benzyl-8-azabicyclo[3.2.1]octane-3,8-dicarboxylic acid C(C1=CC=CC=C1)C1(C[C@H]2CC[C@@H](C1)N2C(=O)O)C(=O)O